C(CCC)N(CCCC)CCC[Si](OC)(OC)C gamma-(N,N-dibutyl)aminopropylmethyldimethoxysilane